N1(CCNCC1)C=1C=CC(=NC1)NC=1C=CC(=C2CNC(C12)=O)C1=CC=NC=2N1N=CC2 7-[(5-piperazin-1-yl-2-pyridyl)amino]-4-pyrazolo[1,5-a]pyrimidin-7-yl-isoindolin-1-one